N[C@@H]1[C@@H]([C@H]2CC[C@@H](C1)N2C2=C(N=C1C(=N2)NN=C1C1=CC=C2N=CC(=NC2=C1Cl)N(C)C)C)F 7-{6-[(1R,2S,3S,5S)-3-amino-2-fluoro-8-azabicyclo[3.2.1]octan-8-yl]-5-methyl-1H-pyrazolo[3,4-b]pyrazin-3-yl}-8-chloro-N,N-dimethylquinoxalin-2-amine